2-iodo-1,2-dichloro-1,1,2-trifluoroethane IC(C(F)(F)Cl)(F)Cl